ClC1=CC=C(C(=O)NC2N(C(N(S2)CC2=CC=C(C=C2)Cl)=O)COC(CCC(C)C)=O)C=C1 1-{[5-(4-chlorobenzoylamino)-2-[(4-chlorophenyl)methyl]-3-oxo-1,2,4-thiadiazolidin-4-yl]methoxy}-4-methyl-1-oxopentane